benzyl 2-amino-5-(1-[3-[1-(2,6-dioxopiperidin-3-yl)-3-methyl-2-oxo-1,3-benzodiazol-4-yl]prop-2-yn-1-yl]pyrazol-4-yl)pyridine-3-carboxylate NC1=NC=C(C=C1C(=O)OCC1=CC=CC=C1)C=1C=NN(C1)CC#CC1=CC=CC=2N(C(N(C21)C)=O)C2C(NC(CC2)=O)=O